(-)-N-{2-[6-(3,4-difluorophenyl)-5-fluoro-4-(2-hydroxypropan-2-yl)pyridin-2-yl]-3,3,3-trisFluoro-2-hydroxypropyl}-8-methoxy-3-methylcinnoline-6-carboxamide FC=1C=C(C=CC1F)C1=C(C(=CC(=N1)C(CNC(=O)C=1C=C2C=C(N=NC2=C(C1)OC)C)(C(F)(F)F)O)C(C)(C)O)F